4-(6-methylpyridin-3-yl)benzoic acid CC1=CC=C(C=N1)C1=CC=C(C(=O)O)C=C1